2-(Isopentylamino)ethanol C(CC(C)C)NCCO